Cl.N1CC(C1)O azetidin-3-ol HCl salt